(S)-N-(8-methoxy-2-methylimidazo[1,2-a]pyrazin-6-yl)-4-(3-methylpiperazin-1-yl)-2,3-dihydro-1H-pyrrolo[2,3-b]pyridine-1-carboxamide 2,2,2-trifluoroacetate FC(C(=O)O)(F)F.COC=1C=2N(C=C(N1)NC(=O)N1CCC=3C1=NC=CC3N3C[C@@H](NCC3)C)C=C(N2)C